C(C)(C)(C)OC(=O)N1CC=2C(=C(N3C=NN=C3C2C1)C)C 4,5-Dimethyl-6,8-dihydro-1,2,3a,7-tetraaza-as-indacene-7-carboxylic acid tertbutyl ester